CC1(C=CCC1(C)C)CCOC(C)=O 2-(1,5,5-Trimethylcyclopent-2-enyl)ethylacetat